N1C(=NC=C1)CCNC=1C2=C(N=C(N1)C=1N(C=CN1)C)SC(=C2C)C2=NN(C=C2)C(C)C N-(2-(1H-Imidazol-2-yl)ethyl)-6-(1-isopropyl-1H-pyrazol-3-yl)-5-methyl-2-(1-methyl-1H-imidazol-2-yl)thieno[2,3-d]pyrimidin-4-amine